[N+](=O)([O-])C=1C=C(C(=O)N2CC=3N(C4=CC=CC=C4C3CC2)CC2=CC=C(C(=O)NO)C=C2)C=CC1 4-[2-(3-nitrobenzoyl)-2,3,4,9-tetrahydro-1H-β-carbolin-9-ylmethyl]-N-hydroxybenzoamide